1H-pyrrolo[2,1-c][1,4]oxazin-3(4H)-one C1OC(CN2C1=CC=C2)=O